di-sodium stearyl tartrate C(=O)(OCCCCCCCCCCCCCCCCCC)C(O)C(O)C(=O)[O-].[Na+].[Na+].C(CCCCCCCCCCCCCCCCC)OC(=O)C(O)C(O)C(=O)[O-]